2-(4,4-dimethylpiperidin-1-yl)-9-(1-ethoxyvinyl)-4H-pyrido[1,2-a]pyrimidin-4-one CC1(CCN(CC1)C=1N=C2N(C(C1)=O)C=CC=C2C(=C)OCC)C